(S)-tert-butyl 6-(((benzyloxy)carbonyl)amino)-7-(((S)-1-((5-(3-((tert-butoxycarbonyl)amino)propoxy)-2-methylbenzyl)amino)-1-oxo-4-phenylbutan-2-yl)amino)-7-oxoheptanoate C(C1=CC=CC=C1)OC(=O)N[C@@H](CCCCC(=O)OC(C)(C)C)C(=O)N[C@H](C(=O)NCC1=C(C=CC(=C1)OCCCNC(=O)OC(C)(C)C)C)CCC1=CC=CC=C1